trichloromethyl-isopropanol ClC(Cl)(Cl)C(C)(C)O